[1-[4-[Methyl(tetrahydropyran-4-yl)amino]-5-oxido-6,7-dihydrothieno[3,2-d]pyrimidin-5-ium-2-yl]azetidin-3-yl]-2-methylthiazol-4-carboxylat CN(C=1C2=C(N=C(N1)N1CC(C1)OC(=O)C=1N=C(SC1)C)CC[S+]2[O-])C2CCOCC2